ClC=1C=CC(=NC1)C(N)C1CCC1 (5-chloropyridin-2-yl)(cyclobutyl)methanamine